1,4-Bis-(2-(3,4-ethylendioxy)thienyl)benzol C1OC2=C(SC=C2OC1)C1=CC=C(C=C1)C=1SC=C2C1OCCO2